4-(2,5-diazabicyclo[5.1.0]octane-5-carbonyl)-2,6-dimethoxybenzenesulfonamide C12NCCN(CC2C1)C(=O)C1=CC(=C(C(=C1)OC)S(=O)(=O)N)OC